3-[(E)-3-[4-(4-bromophenyl)phenyl]prop-2-enoyl]-6-chloro-4-phenyl-1H-quinolin-2-one BrC1=CC=C(C=C1)C1=CC=C(C=C1)/C=C/C(=O)C=1C(NC2=CC=C(C=C2C1C1=CC=CC=C1)Cl)=O